α-butyl-α-methyl-caprylic acid C(CCC)C(C(=O)O)(CCCCCC)C